C(C)C(COC(=O)C(CC(=O)OCCCC)(CC(=O)OCC(CCCC)CC)C(C)=O)CCCC 2-acetyl-propane-1,2,3-tricarboxylic acid 1-butyl 2,3-di(2-ethylhexyl) ester